C(OCCC(C)C)([O-])=O.[K+] potassium isopentyl carbonate